C(C1=CC=CC=C1)N1C2=CC(=C(C=C2C=2C(CCCC12)C(N)=O)OCCCC(=O)O)CCC#N 4-[9-benzyl-4-carbamoyl-7-(2-cyanoethyl)-1,2,3,4-tetrahydrocarbazol-6-yl]oxybutyric acid